C(#N)C1=CC=C(C=C1)C=1C(=NN(C1O)C1=CC=C(C=N1)S(=O)(=O)NC(C)=O)C N-((6-(4-(4-cyanophenyl)-5-hydroxy-3-methyl-1H-pyrazol-1-yl)pyridin-3-yl)sulfonyl)acetamide